N-(5-(hydroxymethyl)-1,3,4-thiadiazol-2-yl)-3-(2-methoxyphenyl)pyridine-4-carboxamide OCC1=NN=C(S1)NC(=O)C1=C(C=NC=C1)C1=C(C=CC=C1)OC